BrC1=CC=C(C=C1)/C=C/C(=O)N1CC(CC1)NC1COC1 (E)-3-(4-bromophenyl)-1-(3-(oxetan-3-ylamino)pyrrolidin-1-yl)prop-2-en-1-one